CC(S(=O)(=O)[O-])(S(=O)(=O)[O-])C dimethylmethanedisulfonate